Cl.NCC1(CCC1)NC(=O)C1=CN(CCS1)C=1C2=C(N=CN1)NC=C2 N-(1-(aminomethyl)cyclobutyl)-4-(7H-pyrrolo[2,3-d]pyrimidin-4-yl)-3,4-dihydro-2H-1,4-thiazine-6-carboxamide hydrochloride